CC(C)(C=1O[C@H]2[C@@H](N1)C=1C=CC=CC1C2)C=2O[C@H]1[C@@H](N2)C=2C=CC=CC2C1 (3aS,3a'S,8aR,8a'R)-2,2'-(propane-2,2-diyl)bis(3a,8a-dihydro-8H-indeno[1,2-d]oxazole)